O[C@@H](CC(=O)O)C.[Mg] magnesium R-3-hydroxybutyric acid